N-(4-acetyl-6-bromopyridin-3-yl)acetamide C(C)(=O)C1=C(C=NC(=C1)Br)NC(C)=O